C(C)(=O)[O-].[Cs+] cesium acetate